ClC1=CC=2C(N=C1C1=C(C=C(C=C1)C(F)(F)F)O)=NN(C2)CC2CC(N(C2)CC)=O 4-((5-chloro-6-(2-hydroxy-4-(trifluoromethyl)phenyl)-2H-pyrazolo[3,4-b]pyridin-2-yl)methyl)-1-ethylpyrrolidin-2-one